C(C1=CC=CC=C1)NC1=CC(=CC=2SC3=CC=CC=C3NC12)C(=O)NCCN1CCN(CC1)C(=O)OC(C)(C)C tert-Butyl 4-(2-(1-(benzylamino)-10H-phenothiazine-3-carboxamido)ethyl)piperazine-1-carboxylate